(S)-2-((2-(4-cyanophenyl)propyl)amino)-N-(5-(1-methyl-1H-pyrazol-4-yl)pyridin-2-yl)-2-phenylacetamide C(#N)C1=CC=C(C=C1)C(CN[C@H](C(=O)NC1=NC=C(C=C1)C=1C=NN(C1)C)C1=CC=CC=C1)C